FC=1C=C(CN2CCN(CC2)C(C(C)C)=O)C=CC1B1OC(C(O1)(C)C)(C)C 1-(4-(3-fluoro-4-(4,4,5,5-tetramethyl-1,3,2-dioxaborolan-2-yl)benzyl)piperazin-1-yl)-2-methylpropan-1-one